C1(=CC=C(C=C1)NC(=O)[C@H]1NCCC1)C (S)-N-(p-tolyl)pyrrolidine-2-carboxamide